NCC1=NC=CC(=C1)C1=C2C=CN(C2=CC(=C1)COC1=C(C=CC=C1)CC(=O)OCC)CC1CC1 ethyl 2-(2-((4-(2-(aminomethyl)pyridin-4-yl)-1-(cyclopropylmethyl)-1H-indol-6-yl)methoxy)phenyl)acetate